1,2-dibromo-3-fluorobenzene BrC1=C(C(=CC=C1)F)Br